(R)-1-(2-((R)-2-(azidomethyl)morpholino)-5-fluorophenyl)ethan-1-amine N(=[N+]=[N-])C[C@@H]1OCCN(C1)C1=C(C=C(C=C1)F)[C@@H](C)N